(S)-2-(((4'-trifluoromethylbiphenyl-4-yl)methyl)amino)propionamide methanesulfonate CS(=O)(=O)O.FC(C1=CC=C(C=C1)C1=CC=C(C=C1)CN[C@H](C(=O)N)C)(F)F